COC1=CC=C(C=NNC(=O)C2=CC=C3C4=C(NC3=C2)C=NC(=C4)C4(CC4)C(=O)N)C=C1 (7-(2-(4-methoxybenzylidene)hydrazine-1-carbonyl)-9H-pyrido[3,4-b]indol-3-yl)cyclopropanecarboxamide